di(β-aminoethyl) glutamate N[C@@H](CCC(=O)OCCN)C(=O)OCCN